ClC1=C(C=C(C=C1)N1N=C(N=C1CNC)C)F {[1-(4-chloro-3-fluorophenyl)-3-methyl-1H-1,2,4-triazol-5-yl]methyl}(methyl)amine